3-(1,4-Dimethylbenzotriazol-5-yl)-3-(N-Boc-1,2,3,4-tetrahydroisoquinolin-5-yl)propionic acid ethyl ester C(C)OC(CC(C1=C2CCN(CC2=CC=C1)C(=O)OC(C)(C)C)C1=C(C2=C(N(N=N2)C)C=C1)C)=O